methyl 7-(1-(adamantan-1-ylmethyl)-5-methyl-1H-pyrazol-4-yl)-4-(5-bromopyrazin-2-yl)-3,4-dihydro-2H-pyrido[3,2-b][1,4]oxazine-8-carboxylate C12(CC3CC(CC(C1)C3)C2)CN2N=CC(=C2C)C2=C(C=3OCCN(C3N=C2)C2=NC=C(N=C2)Br)C(=O)OC